5-(4-((4-(4-(4-amino-2-cyclopropyl-5-methoxyphenyl)piperazin-1-yl)piperidin-1-yl)methyl)piperidin-1-yl)-2-(2,6-dioxopiperidin-3-yl)isoindoline-1,3-dione NC1=CC(=C(C=C1OC)N1CCN(CC1)C1CCN(CC1)CC1CCN(CC1)C=1C=C2C(N(C(C2=CC1)=O)C1C(NC(CC1)=O)=O)=O)C1CC1